CC1(OB(OC1(C)C)C=1CCN(CC1)C(=O)OCCCC)C butyl 4-(4,4,5,5-tetramethyl-1,3,2-dioxaborolan-2-yl)-3,6-dihydro-2H-pyridine-1-carboxylate